FC1=C(CN2C(C=3C=CC=NC3C(=C2)C(=O)N[C@@H]2[C@H](CCC2)O)=O)C(=CC(=C1)C1=CC(=NC=C1)C)F 6-(2,6-difluoro-4-(2-methylpyridin-4-yl)benzyl)-N-((1S,2S)-2-hydroxycyclopentyl)-5-oxo-5,6-dihydro-1,6-naphthyridine-8-carboxamide